ClC1=C(C(=C(C=C1OC)OC)Cl)C1=CC2=C(N=C(N=C2)CNC(C=C)=O)C=N1 N-((6-(2,6-dichloro-3,5-dimethoxyphenyl)pyrido[3,4-d]pyrimidin-2-yl)methyl)acrylamide